5-methoxy-8-[4-(2-methoxyethoxy)-3-methyl-phenyl]-4-[(1-naphthyl)methyl]-2-oxo-7-thia-1-azabicyclo[4.3.0]non-3,5,8-triene-9-carboxylic acid COC=1C(=CC(N2C(=C(SC12)C1=CC(=C(C=C1)OCCOC)C)C(=O)O)=O)CC1=CC=CC2=CC=CC=C12